FC1=C(C=CC=C1OC)C1=C(C(=NC=2C=C(CCC12)C1=C(N=CS1)C)N1CC2(CN(C2)C(C=C)=O)CC1)C#N 4-(2-fluoro-3-methoxyphenyl)-7-(4-methyl-1,3-thiazol-5-yl)-2-(2-(2-propenoyl)-2,6-diazaspiro[3.4]octan-6-yl)-5,6-dihydro-3-quinolinecarbonitrile